tert-butyl (3R,4R)-3-amino-4-((4-(trifluoromethyl)phenyl)methoxy-d2)pyrrolidine-1-carboxylate N[C@@H]1CN(C[C@H]1OC([2H])([2H])C1=CC=C(C=C1)C(F)(F)F)C(=O)OC(C)(C)C